tert-butyl (5-(3-hydroxy-3-methylbut-1-yn-1-yl)-1,3,4-thiadiazol-2-yl)carbamate OC(C#CC1=NN=C(S1)NC(OC(C)(C)C)=O)(C)C